4-((R*)-1-((3R,7R)-2-(3,4-dichlorobenzoyl)-3,7-dimethyl-10-oxo-1,3,4,7,8,10-hexahydropyrido[4',3':3,4]pyrazolo[1,5-a]pyrazin-9(2H)-yl)ethyl)-N-methylbenzenesulfonamide ClC=1C=C(C(=O)N2CC=3C(=NN4C3C(N(C[C@H]4C)[C@H](C)C4=CC=C(C=C4)S(=O)(=O)NC)=O)C[C@H]2C)C=CC1Cl |o1:18|